OC1=C(C=C(C(=C1)O)C(C)C)C=1N(C(=NN1)C(=O)NCC)C1=CC=C(C=C1)CN1CCNCC1 5-(2,4-dihydroxy-5-isopropylphenyl)-N-ethyl-4-(4-(piperazin-1-ylmethyl)phenyl)-4H-1,2,4-triazole-3-carboxamide